3-Fluoro-4-(3-chloro-2-fluoro-6-(4-chloro-1H-1,2,3-triazol-1-yl)phenyl)pyridin-2(1H)-one FC=1C(NC=CC1C1=C(C(=CC=C1N1N=NC(=C1)Cl)Cl)F)=O